9-[(3-carbamoylphenyl)methyl]-4-(2-phenylethyl)-2,3,4,9-tetrahydro-1H-carbazole-8-carboxylic acid C(N)(=O)C=1C=C(C=CC1)CN1C2=C(C=CC=C2C=2C(CCCC12)CCC1=CC=CC=C1)C(=O)O